Cl.NCCOCCNC(C1=C(C=C(C=C1)NC=1C=2N(C=CN1)C(=CN2)C2=CC=C(C=C2)OC)C)=O N-(2-(2-aminoethoxy)ethyl)-4-((3-(4-methoxy-phenyl)imidazo[1,2-a]pyrazin-8-yl)amino)-2-methylbenzamide hydrochloride